2,3-dimethoxy-6-((trimethylsilyl)ethynyl)pyridine COC1=NC(=CC=C1OC)C#C[Si](C)(C)C